(1R,2R)-N-(3-(2,6-dimethoxyphenyl)-1H-pyrrolo[2,3-b]pyridin-6-yl)-2-fluoro-2-(hydroxymethyl)cyclopropanecarboxamide COC1=C(C(=CC=C1)OC)C1=CNC2=NC(=CC=C21)NC(=O)[C@@H]2[C@](C2)(CO)F